[N+](=O)([O-])C1=CC=C(C=C1)C1=CC(=CC(=C1)C1=CC=C(C=C1)[N+](=O)[O-])C1=CC=C(C=C1)[N+](=O)[O-] 1,3,5-tri(4-nitrophenyl)benzene